COC[C@]1(N2[C@@H](C[C@@H](C1=O)CC2)C)COP(=O)(OC2=CC=CC=C2)N[C@@H](C)C(=O)OC(C)C isopropyl ((((1R,2S,4S,6R)-2-(methoxymethyl)-6-methyl-3-oxoquinuclidin-2-yl)methoxy)(phenoxy)phosphoryl)-L-alaninate